COC1=CC=C(C=C1)C1=NC=NC=N1 6-(4-methoxyphenyl)-(1,3,5)-triazine